(S)-2-allyl-5-((4-((2-hydroxy-1-phenylethyl)amino)-5-(3-(quinuclidin-4-yl)-1,2,4-oxadiazol-5-yl)pyridin-2-yl)amino)-3,3-dimethylisoindolin-1-one C(C=C)N1C(C2=CC=C(C=C2C1(C)C)NC1=NC=C(C(=C1)N[C@H](CO)C1=CC=CC=C1)C1=NC(=NO1)C12CCN(CC1)CC2)=O